ω-aminooctanoic acid C(CCCC(=O)O)CCCN